anti-iduronic acid O=C[C@@H](O)[C@H](O)[C@@H](O)[C@H](O)C(=O)O